OCC(C)(O)C=1SC(=C(N1)CO)S(=O)(N)=NC(NC1=C2C(=NC3=C1CCC3)C(CC2)(C)C)=O 2-(1,2-Dihydroxypropan-2-yl)-N'-((3,3-dimethyl-1,2,3,5,6,7-hexahydrodicyclopenta[b,e]pyridin-8-yl)carbamoyl)-4-(hydroxymethyl)thiazole-5-sulfonimidamide